Trans-2,2-dichloro-N-(4-chloro-3-(2-(phenylthiocarbamoyl)hydrazine-1-carbonyl)phenyl)-3-(3,5-dichlorophenyl)cyclopropane-1-carboxamide ClC1([C@H]([C@@H]1C1=CC(=CC(=C1)Cl)Cl)C(=O)NC1=CC(=C(C=C1)Cl)C(=O)NNC(NC1=CC=CC=C1)=S)Cl